COCCC1=C(N=CS1)C 5-(2-methoxyethyl)-4-methylthiazole